N-(3-(2-methoxy-3-(1-((2S,3S)-2-(methoxymethyl)tetrahydro-2H-pyran-3-yl)-1H-pyrazol-4-yl)phenyl)-1-methyl-1H-pyrazolo[3,4-c]pyridin-5-yl)cyclopropanecarboxamide COC1=C(C=CC=C1C=1C=NN(C1)[C@@H]1[C@H](OCCC1)COC)C1=NN(C2=CN=C(C=C21)NC(=O)C2CC2)C